6-iodo-2-azaspiro[3.3]heptane IC1CC2(CNC2)C1